2-methyl-1-(5-(5-(3-methylpyrazin-2-yl)-1,2,4-oxadiazol-3-yl)-1H-benzo[d][1,2,3]triazol-1-yl)propan-2-ol CC(CN1N=NC2=C1C=CC(=C2)C2=NOC(=N2)C2=NC=CN=C2C)(C)O